C12(CC3CC(CC(C1)C3)C2)C(COC=2C=C(C=C(C(=O)O)C2)C(=O)O)=O 5-(2-(1-adamantyl)-2-oxoethoxy)isophthalic acid